4-methyl-6-(5-(((3S,5R)-3-methyl-5-(4-methyl-1-oxo-1,3-dihydroisobenzofuran-5-yl-3,3-d2)piperazin-1-yl)methyl)-1,3,4-oxadiazol-2-yl)nicotinonitrile CC1=CC(=NC=C1C#N)C=1OC(=NN1)CN1C[C@@H](N[C@@H](C1)C=1C(=C2C(OC(C2=CC1)=O)([2H])[2H])C)C